OC1=C(C(N(C=C1)C)=O)NC(N[C@@H](CC(=O)O)C=1SC(=CC1)C1=CC=CC=C1)=O (S)-3-(3-(4-hydroxy-1-methyl-2-oxo-1,2-dihydropyridin-3-yl)ureido)-3-(5-phenylthiophen-2-yl)propionic acid